6-ethyl-7-methoxy-1,1-dimethyl-3,4-dihydronaphthalen-2(1H)-one C(C)C=1C=C2CCC(C(C2=CC1OC)(C)C)=O